chloro-3-(2,2-dimethyl-3-oxomorpholino)picolinonitrile ClC1=C(C(=NC=C1)C#N)N1C(C(OCC1)(C)C)=O